1-(2,2-difluorocyclopropyl)-3-(5-((2R,4S)-2-(2,5-difluorophenyl)-4-fluoropyrrolidin-1-yl)pyrazolo[1,5-a]pyrimidin-3-yl)urea FC1(C(C1)NC(=O)NC=1C=NN2C1N=C(C=C2)N2[C@H](C[C@@H](C2)F)C2=C(C=CC(=C2)F)F)F